ClC1=CC(=C(C=C1)/C=C/C(=O)N[C@H](C(=O)NC(C(C(=O)N)=O)CC1CC1)CC1CC1)F 3-((S)-2-((E)-3-(4-chloro-2-fluorophenyl)acrylamido)-3-cyclopropylpropanamido)-4-cyclopropyl-2-oxobutanamide